BrC=1C=C(\C=N\C(C(=O)O)C(C)C)C=C(C1OC(\C=C\C1=CC(=CC=C1)Cl)=O)OC 2-((E)-((E)-3-bromo-4-((E)-3-(3-chlorophenyl)acryloyloxy)-5-methoxybenzylidene)amino)-3-methylbutanoic acid